C(N)(=O)C=1C=C(C(=C(C1)CCC(=O)OCC)NC\C=C\CNC1=C(C=C(C=C1)C(N)=O)[N+](=O)[O-])[N+](=O)[O-] Ethyl (E)-3-(5-carbamoyl-2-((4-((4-carbamoyl-2-nitrophenyl)amino)but-2-en-1-yl)amino)-3-nitrophenyl)propanoate